5-chloro-4,6-dimethyl-2-(1-piperidyl)-N-(5-sulfamoyl-3-pyridyl)pyridine-3-carboxamide ClC=1C(=C(C(=NC1C)N1CCCCC1)C(=O)NC=1C=NC=C(C1)S(N)(=O)=O)C